4-chloro-3-ethoxy-8-oxo-5,6,7,8-tetrahydronaphthalene-2-carbonitrile ClC1=C(C(=CC=2C(CCCC12)=O)C#N)OCC